8-Bromo-2-methyl-4-trimethylsilyloxy-chromane-4-carbonitrile BrC=1C=CC=C2C(CC(OC12)C)(C#N)O[Si](C)(C)C